nonane-diol C(CCCCCCCC)(O)O